S1C(=CC=C1)C=1SC=CN1 (2-thiophen-2-yl)thiazol